2-(1-cyclopropylsulfonylazetidin-3-ylidene)acetonitrile C1(CC1)S(=O)(=O)N1CC(C1)=CC#N